NC([C@H](CC1=CC=C(C=C1)O)NC(=O)[C@H](C(C)C)NC(OCC1=CC=CC=C1)=O)=O Benzyl (1S)-1-({[(1S)-2-amino-1-(4-hydroxybenzyl)-2-oxoethyl]amino} carbonyl)-2-methylpropylcarbamate